4-chloro-N-[(1r,3s)-3-{[2-(trifluoromethyl)quinolin-4-yl]amino}cyclohexyl]benzamide ClC1=CC=C(C(=O)N[C@H]2C[C@H](CCC2)NC2=CC(=NC3=CC=CC=C23)C(F)(F)F)C=C1